CC=1N=C(SC1S(=O)(=O)N1CCN(CC1)C[C@H](C)NC=1C2=C(N=CN1)C(=CS2)C)NC(OC)=O methyl N-[4-methyl-5-({4-[(2S)-2-({7-methylthieno[3,2-d]pyrimidin-4-yl}amino)propyl]piperazin-1-yl}sulfonyl)-1,3-thiazol-2-yl]carbamate